ClC=1C=CC(=C(C1)C1=CC(N(C=C1OC)C(C(=O)OC(C)(C)C)CC1OCCOC1)=O)C1=NOCC1 tert-Butyl 2-{4-[5-chloro-2-(4,5-dihydro-1,2-oxazol-3-yl)phenyl]-5-methoxy-2-oxopyridin-1(2H)-yl}-3-[1,4-dioxan-2-yl]propanoate